Sodium 5-(isopropylamino)benzo[h]isoquinoline C(C)(C)NC1=C2C=CN=CC2=C2C(=C1)C=CC=C2.[Na]